4-[(3,4-dimethoxyphenyl)methyl]-3-methyl-3-oxo-3λ6-thia-2,4-diazabicyclo[4.4.0]deca-1(6),2,7,9-tetraen-5-one COC=1C=C(C=CC1OC)CN1S(=NC=2C=CC=CC2C1=O)(=O)C